OCCS=C(C1=CC=CC=C1)[O-] S-(2-hydroxylethyl)benzothioate